(R)-2-((tert-butyldimethylsilyl)oxy)-2-(2-chlorophenyl)ethan-1-ol [Si](C)(C)(C(C)(C)C)O[C@@H](CO)C1=C(C=CC=C1)Cl